(4R)-2-[(1-acetylpiperidin-4-yl)methyl]-4-methyl-N-{[(2S)-oxolan-2-yl]methyl}-8-(trifluoromethyl)-4,5-dihydro-2H-furo[2,3-g]indazole-7-carboxamide C(C)(=O)N1CCC(CC1)CN1N=C2C3=C(C[C@H](C2=C1)C)OC(=C3C(F)(F)F)C(=O)NC[C@H]3OCCC3